tert-Butyl N-[[3-[[5-carbamoyl-2,3-difluoro-4-(2-fluoro-4-iodoanilino)phenyl]methyl]-2-fluorophenyl]sulfamoyl]carbamate C(N)(=O)C=1C(=C(C(=C(C1)CC=1C(=C(C=CC1)NS(=O)(=O)NC(OC(C)(C)C)=O)F)F)F)NC1=C(C=C(C=C1)I)F